alpha-rhamnopyranose O[C@H]1[C@H](O)[C@H](O)[C@@H](O)[C@@H](O1)C